CC1=NC=CC(=N1)NCCC1=CC=NC=C1 2-methyl-N-(2-pyridin-4-ylethyl)pyrimidin-4-amine